COC1=CC=C(C=N1)OC1CCN(CC1)C1=C(C=C2C(=N1)NNC2=O)C 6-(4-((6-methoxypyridin-3-yl)oxy)piperidin-1-yl)-5-methyl-1,2-dihydro-3H-pyrazolo[3,4-b]pyridin-3-one